CC1(COC1)O 3-methyloxetan-3-ol